F.NCC(=O)O glycine hydrofluoric acid salt